Nα-[(9H-fluoren-9-ylmethoxy)carbonyl]-L-lysine C1=CC=CC=2C3=CC=CC=C3C(C12)COC(=O)N[C@@H](CCCCN)C(=O)O